ethyl (3R,4R)-4-(2-chlorophenyl)pyrrolidine-3-carboxylate ClC1=C(C=CC=C1)[C@H]1[C@H](CNC1)C(=O)OCC